F[C@@H]1C[C@@]2(CCCN2C1)COC=1N=C(C2=C(N1)C(=C(N=C2)C2=CC(=CC1=CC=C(C(=C21)C#C)F)O)F)N2CC(CCC2)O 1-(2-{[(2R,7aS)-2-fluoro-hexahydro-1H-pyrrolizin-7a-yl]methoxy}-7-(8-ethynyl-7-fluoro-3-hydroxynaphthalen-1-yl)-8-fluoropyrido[4,3-d]pyrimidin-4-yl)piperidin-3-ol